(Z)-4-(3-(4-chloro-3-(trifluoromethoxy)phenyl)-1,4,4,4-tetrafluorobut-1-en-1-yl)-2-(trifluoromethyl)benzoic acid ClC1=C(C=C(C=C1)C(\C=C(/F)\C1=CC(=C(C(=O)O)C=C1)C(F)(F)F)C(F)(F)F)OC(F)(F)F